ClC=1C=C(C=C(C1)C=NC1=C(C=C(C=C1)Cl)Cl)O 3-chloro-5-((2,4-dichloro-phenylimino)meth-yl)phenol